FC1=C(OC2=CC=C(C=C2)C=2N=C(N3C2C(=NC=C3)C)[C@H]3N(CCC3)C(C#CC)=O)C=CC=C1OC (S)-1-(2-(1-(4-(2-fluoro-3-methoxyphenoxy)phenyl)-8-methylimidazo[1,5-a]pyrazin-3-yl)pyrrolidin-1-yl)but-2-yn-1-one